(3-(4-amino-1,2,5-oxadiazol-3-yl)-5-oxo-1,2,4-oxadiazol-4(5H)-yl)-2-fluorobenzonitrile NC=1C(=NON1)C1=NOC(N1C=1C(=C(C#N)C=CC1)F)=O